C(C)(C)(C)OC(=O)N1CCC(CC1)(C(=O)N1OCC[C@H]1C=1C=NC=NC1)C 4-methyl-4-[(3S)-3-pyrimidin-5-yl-isoxazolidine-2-carbonyl]piperidine-1-carboxylic acid tert-butyl ester